C(C)C1N(C[C@H]2NS(C=3C(OC[C@H]21)=C(N(C3)C)C(NC3=CC(=C(C(=C3)F)F)F)=O)(=O)=O)C(=O)[O-] Ethyl-(3aS,10aS)-7-methyl-8-((3,4,5-trifluorophenyl)carbamoyl)-3a,4,10,10a-tetrahydro-1H,7H-dipyrrolo[3,4-b:3',4'-f][1,4,5]oxathiazocin-2(3H)-carboxylat-5,5-dioxid